C[C@@H]1CN(C[C@H](N1)C)[C@H](C(=O)NC=1C=CC=C2C(=CNC12)C1=NC(=NC=C1F)NC1=C(C(=CC=C1)S(=O)(=O)C)F)COC (S)-2-((3R,5R)-3,5-dimethylpiperazin-1-yl)-N-(3-(5-fluoro-2-((2-fluoro-3-(methyl-sulfonyl)phenyl)amino)pyrimidin-4-yl)-1H-indol-7-yl)-3-methoxypropanamide